3-isopropyl-2-(2-methylpyridin-4-yl)-5-(1-(pyridin-3-yl)piperidin-4-yl)-1H-indole C(C)(C)C1=C(NC2=CC=C(C=C12)C1CCN(CC1)C=1C=NC=CC1)C1=CC(=NC=C1)C